ClC1=CC=C(C=C1)C(C(F)(F)F)NS(=O)(=O)C1=CN(C(C=C1)=O)COC N-(1-(4-chlorophenyl)-2,2,2-trifluoroethyl)-1-(methoxymethyl)-6-oxo-1,6-dihydropyridine-3-sulfonamide